benzyl (6R)-6-{[7-(ethylsulfanyl)-2-(4-methoxyphenyl) [1,2,4]triazolo[1,5-c]quinazolin-5-yl]amino}-5-oxo-1,4-diazepane-1-carboxylate C(C)SC1=CC=CC=2C=3N(C(=NC12)N[C@H]1C(NCCN(C1)C(=O)OCC1=CC=CC=C1)=O)N=C(N3)C3=CC=C(C=C3)OC